4-[6-(1-aminocyclobutyl)pyrazolo[1,5-a]pyridin-3-yl]-2-(difluoromethoxy)-N-[(1R,2S)-2-fluorocyclopropyl]-6-methoxybenzamide NC1(CCC1)C=1C=CC=2N(C1)N=CC2C2=CC(=C(C(=O)N[C@H]1[C@H](C1)F)C(=C2)OC)OC(F)F